BrC1=CC=2N(C(N(C(C2S1)=O)C=1C=NC(=C(C1)C)F)=O)CCC#N 3-[6-bromo-3-(6-fluoro-5-methyl-3-pyridyl)-2,4-dioxo-thieno[3,2-d]pyrimidin-1-yl]propanenitrile